C(C)OC(=O)C1CC(C1)=CC1=CC=CC=C1 3-(phenylmethylene)cyclobutane-1-carboxylic acid ethyl ester